bromo-7'-fluoro-3'-methyl-spiro[cyclobutane-1,1'-pyrrolo[2,3-c]quinoline]-2'(3'h)-one BrC1=NC=2C=C(C=CC2C2=C1N(C(C21CCC1)=O)C)F